sodium 2,3-dimercapto-1-propanesulfonate SC(CS(=O)(=O)[O-])CS.[Na+]